butyltrimethylamine hydrogensulfate S(=O)(=O)(O)O.C(CCC)CN(C)C